(2S,3S,4R,5S)-5-(6-((3,5-dimethylbenzyl)amino)-2-(pyridin-3-yl)-9H-purin-9-yl)-3,4-dihydroxyl-N-methyltetrahydrofuran-2-carboxamide CC=1C=C(CNC2=C3N=CN(C3=NC(=N2)C=2C=NC=CC2)[C@@H]2[C@@H]([C@@H]([C@H](O2)C(=O)NC)O)O)C=C(C1)C